6-(trifluoromethyl)pyrazin tert-Butyl-2-(6-chloropyridin-2-yl)-6-methoxy-1H-indole-1-carboxylate C(C)(C)(C)OC(=O)N1C(=CC2=CC=C(C=C12)OC)C1=NC(=CC=C1)Cl.FC(C1=CN=CC=N1)(F)F